(R)-3-butyl-8-hydroxy-2-(4-methoxybenzyl)-7-(methylthio)-5-phenyl-2,3,4,5-tetrahydro-1,2,5-benzothiadiazepine 1,1-dioxide C(CCC)[C@H]1N(S(C2=C(N(C1)C1=CC=CC=C1)C=C(C(=C2)O)SC)(=O)=O)CC2=CC=C(C=C2)OC